BrC1=NC(=C(C(=N1)N[C@@H]1[C@H](C2CCC1CC2)C(=O)OCC)F)C=2NC=CC2 (2S,3S)-ethyl 3-((2-bromo-5-fluoro-6-(1H-pyrrol-2-yl)pyrimidin-4-yl)amino)bicyclo[2.2.2]octane-2-carboxylate